CN1CCC(CC1)C(=O)NC1=CC=C2C(=N1)NC=C2C2=CC=1N(C=C2)N=CC1C(=O)NC=1C=NC=CC1 5-(6-(1-methylpiperidine-4-carboxamido)-1H-pyrrolo[2,3-b]pyridin-3-yl)-N-(pyridin-3-yl)pyrazolo[1,5-a]pyridine-3-carboxamide